C(C)(C)[N+](=CCC(CCCC(C)(C)OC)C)[O-] N-isopropyl-7-methoxy-3,7-dimethyloctan-1-imine oxide